3-chloro-2-(2-chloroethoxy)-5-(5-((3-fluoro-1-(methylsulfonyl)azetidin-3-yl)methoxy)-1H-indol-1-yl)benzonitrile ClC=1C(=C(C#N)C=C(C1)N1C=CC2=CC(=CC=C12)OCC1(CN(C1)S(=O)(=O)C)F)OCCCl